4-[[1-[4-[5-(1-methylcyclopropoxy)-1-tetrahydropyran-2-yl-indazol-3-yl]-2-pyridyl]-4-piperidyl]oxy]cyclohexanecarbaldehyde CC1(CC1)OC=1C=C2C(=NN(C2=CC1)C1OCCCC1)C1=CC(=NC=C1)N1CCC(CC1)OC1CCC(CC1)C=O